(S)-3-(1-(6-((1-(2-methoxyethyl)-1H-pyrazol-4-yl)amino)pyridin-3-yl)pyrrolidin-3-yl)-4-methyl-N-(3-(trifluoromethyl)phenyl)benzamide tricyanophosphate P(=O)(C#N)(C#N)C#N.COCCN1N=CC(=C1)NC1=CC=C(C=N1)N1C[C@@H](CC1)C=1C=C(C(=O)NC2=CC(=CC=C2)C(F)(F)F)C=CC1C